2-(3-bromophenyl)-3-hydroxy-5,6-dimethoxy-1H-inden-1-one BrC=1C=C(C=CC1)C=1C(C2=CC(=C(C=C2C1O)OC)OC)=O